(S)-quinuclidin-3-yl (5-(4-ethoxyphenyl)-6-fluoro-2,2-dimethyl-2,3-dihydro-1H-inden-1-yl)carbamate C(C)OC1=CC=C(C=C1)C=1C=C2CC(C(C2=CC1F)NC(O[C@@H]1CN2CCC1CC2)=O)(C)C